FC1([C@H](CC1)N1C=C(C(=CC1=O)NC1[C@@H]2CN(C[C@H]12)C)C(=O)N[C@H](C)C1=C(C(=CC=C1)C(F)(F)F)F)F 1-((S)-2,2-difluorocyclobutyl)-N-((R)-1-(2-fluoro-3-(trifluoromethyl)phenyl)ethyl)-4-(((1R,5S,6s)-3-methyl-3-azabicyclo[3.1.0]hexan-6-yl)amino)-6-oxo-1,6-dihydropyridine-3-carboxamide